(5S,6S)-8,9-difluoro-N,N,6-trimethyl-5,6-dihydro-4H-pyrrolo[3,2,1-ij]quinolin-5-amine FC=1C=C2[C@@H]([C@@H](CN3C2=C(C1F)C=C3)N(C)C)C